8-Chloro-N-(6-(1-(trifluoromethyl)cyclopropyl)pyridazin-3-yl)quinolin-2-amine ClC=1C=CC=C2C=CC(=NC12)NC=1N=NC(=CC1)C1(CC1)C(F)(F)F